N-(4-methylphenyl)pyridine-3-carboxamide CC1=CC=C(C=C1)NC(=O)C=1C=NC=CC1